C(C)(C)(C)C=1C=CC(=C(C1)NC(=O)C(=O)NC1=C(C=CC=C1)CC)OCC N-[5-tert-butyl-2-ethoxyphenyl]-N'-(2-ethylphenyl)oxamide